C[C@H]1[C@H](COC1)N1C(=CC2=C1N=CN=C2)C#N 7-((3R,4S)-4-methyltetrahydrofuran-3-yl)-7H-pyrrolo[2,3-d]pyrimidine-6-carbonitrile